C1=NC=CC2=CC(=CC=C12)OC1CCN(CC1)C(=O)OC(C)(C)C tert-butyl 4-(isoquinolin-6-yloxy)piperidine-1-carboxylate